CC(CC)CCCCC(CCC)C 3,8-dimethylundecane